N-[3-[2-(difluoromethoxy)-5-(3-hydroxypropylsulfonyl)phenyl]-1-methyl-pyrazol-4-yl]pyrazolo[1,5-a]pyrimidine-3-carboxamide FC(OC1=C(C=C(C=C1)S(=O)(=O)CCCO)C1=NN(C=C1NC(=O)C=1C=NN2C1N=CC=C2)C)F